C(C)OC1=C(C=C(C=N1)C1=NC(=C(C(=C1)N(C)CC1(CCCCC1)COC)[N+](=O)[O-])N)C(F)(F)F 6'-Ethoxy-N4-{[1-(methoxymethyl)cyclohexyl]methyl}-N4-methyl-5-nitro-5'-(trifluoromethyl)[2,3'-bipyridin]-4,6-diamine